CC1=NN2C(C=C(C=C2)C=2N=C3N(C(C2)=O)C=C(C=C3)C=3CCNCC3)=C1 2-(2-methylpyrazolo[1,5-a]pyridin-5-yl)-7-(1,2,3,6-tetrahydropyridin-4-yl)-4H-pyrido[1,2-a]pyrimidin-4-one